The molecule is a (6E)-7-[3-(4-fluorophenyl)-1-(propan-2-yl)-1H-indol-2-yl]-3,5-dihydroxyhept-6-enoic acid diastereoisomer in which both chiral centres have R configuration. It is an enantiomer of a (3S,5S,6E)-7-[3-(4-fluorophenyl)-1-(propan-2-yl)-1H-indol-2-yl]-3,5-dihydroxyhept-6-enoic acid. CC(C)N1C2=CC=CC=C2C(=C1/C=C/[C@@H](C[C@H](CC(=O)O)O)O)C3=CC=C(C=C3)F